3-fluoro-N-(isoxazol-3-yl)-6-methylpyridine-2-sulfonamide FC=1C(=NC(=CC1)C)S(=O)(=O)NC1=NOC=C1